CN1C([C@H](COC2=C1C=C1C=NN(C1=C2)COCC[Si](C)(C)C)NC(C2=CC=CC=C2)(C2=CC=CC=C2)C2=CC=CC=C2)=O (S)-5-methyl-1-((2-(trimethylsilyl)ethoxy)methyl)-7-(tritylamino)-1,5,7,8-tetrahydro-6H-[1,4]oxazepino[3,2-f]indazol-6-one